F[C@H]1[C@H]2CNC[C@@H](C1)N2C(C)(C)C2=CC=CC=C2 (1R,5R,6R)-6-fluoro-8-(2-phenylpropane-2-yl)-3,8-diazabicyclo[3.2.1]octane